C(C)N1N=CC=C1C(=O)N[C@H](C1=NC2=C(N1)C=CC(=C2F)C2N(CCCC2)C(=O)N(C)C)C2CCC(CC2)C 2-(2-{(S)-[(2-ethylpyrazole-3-carbonyl)amino](4-methylcyclohexyl)methyl}-4-fluoro-1H-benzoimidazol-5-yl)-N,N-dimethylpiperidine-1-carboxamide